OC1=C(C=C(C(=C1)O)C1=CC(=CC=C1)C(C)C)C1=C(C(=NO1)C(=O)NCC)C1=CC=C(C=C1)CN1CC(NCC1)=O 5-(4,6-Dihydroxy-3'-isopropyl-[1,1'-biphenyl]-3-yl)-N-ethyl-4-(4-((3-oxopiperazin-1-yl)methyl)phenyl)isoxazole-3-carboxamide